(S)-N-(2-((6-oxo-5-(trifluoromethyl)-1-((2-(trimethylsilyl)ethoxy)methyl)-1,6-dihydropyridazin-4-yl)amino)propoxy)-2-(1-(5-(trifluoromethyl)pyrimidin-2-yl)azetidin-3-yl)acetamide O=C1C(=C(C=NN1COCC[Si](C)(C)C)N[C@H](CONC(CC1CN(C1)C1=NC=C(C=N1)C(F)(F)F)=O)C)C(F)(F)F